NC=1C=C(C(=NC1)N1CCN(CC1)CC#N)OC 2-(4-(5-amino-3-methoxypyridin-2-yl)piperazin-1-yl)acetonitrile